(3-(1-(5-((2,6-difluorobenzyl)amino)pyridin-2-yl)-5-(trifluoromethyl)-1H-pyrazol-3-yl)-5-methyl-4,5-dihydroisoxazol-5-yl)methanol FC1=C(CNC=2C=CC(=NC2)N2N=C(C=C2C(F)(F)F)C2=NOC(C2)(C)CO)C(=CC=C1)F